1-(6,7-dihydro-5H-benzo[6,7]cyclohepta[1,2-c]pyridazin-3-yl)-N3-((7S)-7-(cyclohexylamino)-6,7,8,9-tetrahydro-5H-benzo[7]annulene-2-yl)-1H-1,2,4-triazole-3,5-diamine N1=NC(=CC2=C1C1=C(CCC2)C=CC=C1)N1N=C(N=C1N)NC=1C=CC2=C(CC[C@H](CC2)NC2CCCCC2)C1